C(C=CC)O 2-butene-1-ol